3-formyl-4-methoxy-benzoic acid methyl ester COC(C1=CC(=C(C=C1)OC)C=O)=O